FC=1C=C(C=C(C1)F)NC(NC1=C(C(=O)NCCO)C=CC(=C1)OC(F)(F)F)=O 2-[3-(3,5-difluorophenyl)ureido]-4-trifluoromethoxy-N-(2-hydroxy-ethyl)benzamide